1,2,3,4-tetrabromo-9-(diethylamino)-5H-benzophenoselenazin BrC1=C(C(=C(C=2CC=C3[Se]C=4C=C(C=CC4N=C3C21)N(CC)CC)Br)Br)Br